Potassium (S)-2-(3-((1-(dibenzo[b,d]furan-2-yl)ethyl)amino)-2-oxo-6-phenylpyrazin-1(2H)-yl)acetate C1=C(C=CC=2OC3=C(C21)C=CC=C3)[C@H](C)NC=3C(N(C(=CN3)C3=CC=CC=C3)CC(=O)[O-])=O.[K+]